CN(CC(CO)O)CC1=CC=CC=C1 3-[methyl(phenylmethyl)amino]-1,2-propanediol